[Cl-].C[N+]1=C(C=CC=C1)C=C 1-methyl-2-vinylpyridin-1-ium chloride